2-amino-N-(3-chloro-4-(trifluoromethyl)phenyl)-6,7,8,9-tetrahydro-5H-5,8-epiminocyclohepta[d]pyrimidine-10-carboxamide NC=1N=CC2=C(N1)CC1CCC2N1C(=O)NC1=CC(=C(C=C1)C(F)(F)F)Cl